5-(1-(piperidin-4-yl)-1H-pyrazol-4-yl)-3-(5-(pyridin-3-yl)oxazol-2-yl)pyridin-2-amine N1CCC(CC1)N1N=CC(=C1)C=1C=C(C(=NC1)N)C=1OC(=CN1)C=1C=NC=CC1